(S)-2-(4-(6-aminopyrazin-2-yl)indoline-1-carbonyl)pyrrolidine-1-carbonitrile NC1=CN=CC(=N1)C1=C2CCN(C2=CC=C1)C(=O)[C@H]1N(CCC1)C#N